BrC=1C=C(C=NC1)[C@@H]1CC[C@H]2SC3(C(N21)=O)CCNCC3 (5'S,7a'R)-5'-(5-bromopyridin-3-yl)tetrahydro-3'H-spiro[piperidine-4,2'-pyrrolo[2,1-b]thiazol]-3'-one